O=C(CC(=O)O)CCCCCCCCCCCCCCC 3-Oxooctadecanoic acid